O1CCN(CC1)CC=1C=C(C=CC1)NN [3-(morpholinomethyl)phenyl]hydrazine